C(C)[C@@H]1CN(CC[C@H]1N)C trans-3-ethyl-1-methylpiperidin-4-amine